COC1=CC=C(CN2[C@H]3CN([C@@H](C2=O)C3)C(=O)OC(C)(C)C)C=C1 (1R,4R)-tert-butyl 5-(4-methoxybenzyl)-6-oxo-2,5-diazabicyclo[2.2.1]heptane-2-carboxylate